2-{3-methoxy-4-[(1s,3s)-3-(dimethylamino)cyclobutoxy]phenylamino}-4-(2-methyl-1H-1,7-diazainden-5-ylamino)pyrimidine COC=1C=C(C=CC1OC1CC(C1)N(C)C)NC1=NC=CC(=N1)NC=1C=C2C=C(NC2=NC1)C